ammonium L-glutamic acid N[C@@H](CCC(=O)O)C(=O)O.[NH4+]